(1R,4R)-4-(3-Chloroanilino)-5',6'-difluoro-2'-{(2R)-3-[(4-methoxyphenyl)methoxy]-2-methylpropyl}spiro[cyclohexane-1,1'-indene]-4-carboxylic acid methyl ester COC(=O)C1(CCC2(C(=CC3=CC(=C(C=C23)F)F)C[C@H](COCC2=CC=C(C=C2)OC)C)CC1)NC1=CC(=CC=C1)Cl